N-cyclopropyl-3-((3S,6S,12aS)-6-isobutyl-9-methoxy-1,4-dioxo-1,2,3,4,6,7,12,12a-octahydropyrazino[1',2':1,6]pyrido[3,4-b]indol-3-yl)propanamide C1(CC1)NC(CC[C@@H]1NC([C@@H]2CC3=C(NC=4C=C(C=CC34)OC)[C@@H](N2C1=O)CC(C)C)=O)=O